3-(4-(ethylsulfonyl)phenyl)propionic acid C(C)S(=O)(=O)C1=CC=C(C=C1)CCC(=O)O